COC1=C2CC[C@H](CC2=CC=C1)NCCC (R)-5-methoxy-1,2,3,4-tetrahydro-N-propyl-2-naphthylamine